N-(2,4-difluorophenyl)piperidine-1-carboxamide FC1=C(C=CC(=C1)F)NC(=O)N1CCCCC1